C(CCCC)C(CCCCCC)C1=CC=CC2=CC=CC=C12 Alpha-(1-pentylheptyl)naphthalene